C(C)OC(\C=C\C1=C(C2=C(N(N=N2)CCO)C=C1)C)=O (2E)-3-[1-(2-hydroxyethyl)-4-methyl-1H-benzotriazol-5-yl]prop-2-enoic acid ethyl ester